4-methylthio-2,3-dimethylbromobenzene CSC1=C(C(=C(C=C1)Br)C)C